N-benzylpiperazine C(C1=CC=CC=C1)N1CCNCC1